4-(4-fluoro-1H-pyrrolo[2,3-c]pyridin-5-yl)-3,6-dihydropyridine-1(2H)-carboxylic acid tert-butyl ester C(C)(C)(C)OC(=O)N1CCC(=CC1)C=1C(=C2C(=CN1)NC=C2)F